N-(((9H-fluoren-9-yl)methoxy)carbonyl)-N-(2-((4-(((2S,4R)-2-methyl-1-propionyl-1,2,3,4-tetrahydroquinolin-4-yl)amino)phenyl)amino)-2-oxoethyl)glycine C1=CC=CC=2C3=CC=CC=C3C(C12)COC(=O)N(CC(=O)O)CC(=O)NC1=CC=C(C=C1)N[C@@H]1C[C@@H](N(C2=CC=CC=C12)C(CC)=O)C